tert-butyl 5-(4-((4-(1H-pyrazol-4-yl)phenyl)amino)pyrimidin-2-yl)isoindoline-2-carboxylate N1N=CC(=C1)C1=CC=C(C=C1)NC1=NC(=NC=C1)C=1C=C2CN(CC2=CC1)C(=O)OC(C)(C)C